2-bromo(chloro)acetamido-2'-chloro-5-nitrobenzophenone BrC(C(=O)NC1=C(C(=O)C2=C(C=CC=C2)Cl)C=C(C=C1)[N+](=O)[O-])Cl